C(C)(C)(C)OC(=O)N1CCC(CC1)C(C)O 4-(1-hydroxyethyl)piperidine-1-carboxylic acid tert-butyl ester